5,5-dimethyl-3-oxohexanoic acid CC(CC(CC(=O)O)=O)(C)C